C(C)C1=CC=C(C(=N1)OC)NC=C1C(OC(OC1=O)(C)C)=O 5-(((6-ethyl-2-methoxypyridin-3-yl)amino)methylene)-2,2-dimethyl-1,3-dioxane-4,6-dione